FC(OC1=C(C=C(C=C1)OC(F)F)C1=NN(C=C1NC(=O)C=1C=NN2C1N=CC=C2)CC=2N=NN(N2)C2OCCCC2)F N-(3-(2,5-bis(difluoromethoxy)phenyl)-1-((2-(tetrahydro-2H-pyran-2-yl)-2H-tetrazol-5-yl)methyl)-1H-pyrazol-4-yl)pyrazolo[1,5-a]pyrimidine-3-carboxamide